C(C1=CC=CC=C1)OC1=NC(=CC=C1C=1C=NC(=C(C1)F)F)OCC1=CC=CC=C1 2,6-Bis(benzyloxy)-5',6'-difluoro-3,3'-bipyridine